6-(2-((E)-2-(((E)-4-chlorobenzylidene)hydrazineylidene)-5-oxoimidazolidine-4-yl)acetamido)-3,3-dimethyl-7-oxo-4-thia-1-azabicyclo[3.2.0]heptane-2-carboxylic acid ClC1=CC=C(\C=N\N=C/2\NC(C(N2)CC(=O)NC2C3SC(C(N3C2=O)C(=O)O)(C)C)=O)C=C1